N=1C=CN2C1C=C(C=C2)C(C#N)C 2-imidazo[1,2-a]pyridin-7-ylpropanenitrile